Dimethylsilyl-bis(t-butylcyclopentadienyl)zirconium dichloride [Cl-].[Cl-].C[SiH](C)[Zr+2](C1(C=CC=C1)C(C)(C)C)C1(C=CC=C1)C(C)(C)C